lead magnesium manganate [Mn](=O)(=O)([O-])[O-].[Mg+2].[Pb+2].[Mn](=O)(=O)([O-])[O-]